NCC1CCN(CC1)C=1C=C(C(=O)NC=2C=C3C(=NC2)N=C(S3)N3CCOCC3)C=C(C1)F 3-(4-(aminomethyl)piperidin-1-yl)-5-fluoro-N-(2-morpholinothiazolo[4,5-b]pyridin-6-yl)benzamide